3-[5-[5-[(1-prop-2-enoylazetidin-3-yl)amino]-3-pyridyl]pyrimidin-2-yl]oxybenzonitrile C(C=C)(=O)N1CC(C1)NC=1C=C(C=NC1)C=1C=NC(=NC1)OC=1C=C(C#N)C=CC1